7-((diethoxyphosphoryl)methyl)-4-methoxy-2-naphthoic acid ethyl ester C(C)OC(=O)C1=CC2=CC(=CC=C2C(=C1)OC)CP(=O)(OCC)OCC